CC1=NOC(=N1)CCNC(N)=O 3-(2-(3-methyl-1,2,4-oxadiazol-5-yl)ethyl)urea